C(C)C=1C(=C(C=C(C1CCCCCCCCCCCC)CC)S(=O)(=O)O)O 3,5-diethylhydroxy-4-dodecylbenzenesulfonic acid